(indol-5-ylmethyl)-1,3-dihydro-2H-benzo[d]imidazol-2-one N1C=CC2=CC(=CC=C12)CN1C(NC2=C1C=CC=C2)=O